The molecule is a guaiacyl lignin that is medioresinol in which one of the phenolic hydrogens is replaced by a guaiacylglycerol group. It is found in Arabidopsis thaliana. It has a role as a plant metabolite. It is a dimethoxybenzene, a furofuran, a guaiacyl lignin, a primary alcohol, a secondary alcohol and a polyphenol. It derives from a guaiacylglycerol. COC1=CC(=CC(=C1O)OC)C2C3COC(C3CO2)C4=CC(=C(C=C4)OC(CO)C(C5=CC(=C(C=C5)O)OC)O)OC